C(C)(C)(C)OC(N[C@H]1[C@@H]2N([C@H]([C@H]1CC2)CO)[C@@H](C)C2=CC=CC=C2)=O ((1r,3r,4s,7r)-3-(hydroxymethyl)-2-((S)-1-phenylethyl)-2-azabicyclo[2.2.1]Hept-7-yl)carbamic acid tert-butyl ester